NC1=NC(=NN1)C1=NN=CO1 5-(5-amino-1H-1,2,4-triazol-3-yl)-1,3,4-oxadiazol